(S)-6-(1-Isopropyl-1H-pyrazol-3-yl)-4-(3-methoxypiperidin-1-yl)-5-methyl-2-(1-methyl-1H-imidazol-2-yl)thieno[2,3-d]pyrimidine C(C)(C)N1N=C(C=C1)C1=C(C2=C(N=C(N=C2N2C[C@H](CCC2)OC)C=2N(C=CN2)C)S1)C